[Si].[P].[S] sulfur phosphorus silicon